N-[3-(Trifluoromethyl)-4-[(4-methylpiperazino)methyl]phenyl]-3-[(imidazo[1,2-a]pyrazine-5-yl)ethynyl]-4-methylbenzamide FC(C=1C=C(C=CC1CN1CCN(CC1)C)NC(C1=CC(=C(C=C1)C)C#CC1=CN=CC=2N1C=CN2)=O)(F)F